C(C)OC(=O)C=1OC2=C(C1C)C=C(C=C2)S(N(CC)C2=C(C=C(C=C2)Cl)CNCC=2OC(=CC2)Br)(=O)=O 5-(N-(2-((((5-bromofuran-2-yl)methyl)amino)methyl)-4-chlorophenyl)-N-ethylsulfamoyl)-3-methylbenzofuran-2-carboxylic acid ethyl Ester